8-(4-ethyl-2-methylphenyl)-9-(4-((1-(3-fluoropropyl)azetidin-3-yl)methyl)phenyl)-6,7-dihydro-5H-benzo[7]annulene-3-carboxylic acid C(C)C1=CC(=C(C=C1)C=1CCCC2=C(C1C1=CC=C(C=C1)CC1CN(C1)CCCF)C=CC(=C2)C(=O)O)C